C[C@H]1O[C@H](CN(C1)C(=O)C1=NC(=NO1)C1=C(C(=C(C(=C1)F)F)O)F)C ((2R,6S)-2,6-Dimethylmorpholino)(3-(2,4,5-trifluoro-3-hydroxyphenyl)-1,2,4-oxadiazol-5-yl)methanone